di(2-Carboxyethyl) ether C(=O)(O)CCOCCC(=O)O